C12CN(CC(CC1)N2)C2=NC(=NC1=C(C(=C(C=C21)Cl)C2=C1C(=NNC1=CC=C2C)C#N)F)OC[C@]21CCCN1C[C@@H](C2)F 4-(4-(3,8-diazabicyclo-[3.2.1]octan-3-yl)-6-chloro-8-fluoro-2-(((2R,7aS)-2-fluorotetrahydro-1H-pyrrolizin-7a(5H)-yl)methoxy)-quinazolin-7-yl)-5-methyl-1H-indazole-3-carbonitrile